tert-Butyl-2-[[3-[[(E,2S)-7-(dimethylamino)-2-(dimethylcarbamoyloxy)-7-oxo-hept-5-enoyl]amino]-2-oxo-pyrazin-1-yl]methyl]-7-(2,2-dimethylpropyl)-5-fluoro-indol-1-carboxylat C(C)(C)(C)OC(=O)N1C(=CC2=CC(=CC(=C12)CC(C)(C)C)F)CN1C(C(=NC=C1)NC([C@H](CC\C=C\C(=O)N(C)C)OC(N(C)C)=O)=O)=O